FC1(CN(CCOC1)C1=NC(=NC2=C(C(=C(C=C12)F)C1=CC(=CC2=CC=C(C(=C12)CC)F)O)F)OC[C@]12CCCN2C[C@@H](C1)F)F 4-(4-(6,6-Difluoro-1,4-oxazepan-4-yl)-6,8-difluoro-2-(((2R,7aS)-2-fluorotetrahydro-1H-pyrrolizin-7a(5H)-yl)methoxy)quinazolin-7-yl)-5-ethyl-6-fluoronaphthalen-2-ol